C1(=CC=CC=C1)C#CSC1=CC=C(C=C1)F phenyl-(p-fluorophenylthio)acetylene